5-cyclopropyl-N-[(5R)-5-[5-(3,3-difluorocyclobutyl)-1,3,4-oxadiazol-2-yl]piperidin-3-yl]-N-(2-methylpropyl)-3-{[(1r,3r)-3-methoxycyclobutyl]amino}pyridine-2-carboxamide C1(CC1)C=1C=C(C(=NC1)C(=O)N(CC(C)C)C1CNC[C@@H](C1)C=1OC(=NN1)C1CC(C1)(F)F)NC1CC(C1)OC